6-((2,3-dihydro-1H-inden-2-yl)amino)pyridazine-3-carboxylic acid methyl ester COC(=O)C=1N=NC(=CC1)NC1CC2=CC=CC=C2C1